(R)-1-((6-fluoro-2-(2-methoxy-7-methylquinoxalin-5-yl)thiazolo[5,4-b]pyridin-5-yl)oxy)propan-2-yl (6-(2-hydroxyethoxy)pyridin-3-yl)carbamate OCCOC1=CC=C(C=N1)NC(O[C@@H](COC1=C(C=C2C(=N1)SC(=N2)C2=C1N=CC(=NC1=CC(=C2)C)OC)F)C)=O